1-[(3R,5S)-3,5-dimethylmorpholin-4-yl]ethanone C[C@H]1N([C@H](COC1)C)C(C)=O